C(CCCCCCC(=O)ON1C(CCC1=O)=O)(=O)ON1C(CCC1=O)=O bissuccinimidyl suberate